NC1(CCN(CC1)C1=NC(=NC=C1)NC=1C=NN(C1)C1CCN(CC1)C(=O)OCC1=CC=CC=C1)C Benzyl 4-(4-((4-(4-amino-4-methylpiperidin-1-yl)pyrimidin-2-yl)amino)-1H-pyrazol-1-yl)piperidine-1-carboxylate